C1(CCC1)NC(C[C@H](CCC1=CC=C(C=C1)F)NC(=O)C1=NN(C(=C1)C1=C(C=CC=C1)C(F)(F)F)C1CCCC1)=O (3S)-N-cyclobutyl-3-({1-cyclopentyl-5-[2-(trifluoromethyl)phenyl]-1H-pyrazol-3-yl}formamido)-5-(4-fluorophenyl)pentanamide